OC1=CC=C2C3=C(C(OC2=C1)=O)C=CC(=C3)C#CCO 3-hydroxy-9-(3-hydroxy-prop-1-yn-1-yl)-6H-benzo[c]chromen-6-one